diazabicyclo[2.2.1]heptanylethylene N12N(CC(CC1)C2)C=C